3-[7,7-difluoro-2-[(2S)-2-methylazetidin-1-yl]-5,6-dihydrocyclopenta[d]pyrimidin-4-yl]aniline FC1(CCC2=C1N=C(N=C2C=2C=C(N)C=CC2)N2[C@H](CC2)C)F